1,2-bis(5-(thiophen-2-yl)selenophen-2-yl)ethylene S1C(=CC=C1)C1=CC=C([Se]1)C=CC=1[Se]C(=CC1)C=1SC=CC1